C[C@@H]1N(CC[C@H]2[C@@H](CCC[C@H]12)[C@@H](C(F)(F)F)O)C(CC1=C(C(=NC=C1Cl)CCO)Cl)=O 1-[(1S,4aR,5R,8aS)-1-methyl-5-[(1S)-2,2,2-trifluoro-1-hydroxy-ethyl]-3,4,4a,5,6,7,8,8a-octahydro-1H-isoquinolin-2-yl]-2-[3,5-dichloro-2-(hydroxyethyl)-4-pyridyl]ethanone